C1(=CC=CC=C1)N1N=NC(=C1)C1=CC=C(\C=C\2/C(NC3=CC=CC=C23)=O)C=C1 (Z)-3-(4-(1-phenyl-1H-1,2,3-triazol-4-yl)benzylidene)indolin-2-one